FC1=C(C(=CC2=C1OCC=1N2C=NN1)F)C1=NC2=C(N1C[C@H]1CN(CCO1)C(=O)OC(C)(C)C)C=CC(=C2)C tert-butyl (S)-2-((2-(6,8-difluoro-4H-benzo[b][1,2,4]triazolo[4,3-d][1,4]oxazin-7-yl)-5-methyl-1H-benzo[d]imidazol-1-yl)methyl)morpholine-4-carboxylate